C(CC(O)(C(=O)O)CC(=O)O)(=O)O.O=C1C=2CCCNC2C2=C(N1)C=C(C=C2)CN2CCN(CC2)C2=NC=C(C#N)C=C2 6-{4-[(5-oxo-1,2,3,4,5,6-hexahydrobenzo[h][1,6]naphthyridin-8-yl)Methyl]piperazin-1-yl}nicotinonitrile citrate